C(C)OC=1C=2N(C=CN1)C=C(C2)NC(=O)CCNC(OC(C)(C)C)=O tert-butyl N-[2-({1-ethoxypyrrolo[1,2-a]pyrazin-7-yl}carbamoyl)ethyl]carbamate